2-(3-fluoro-4-methoxyphenyl)-N-(3-(2'-fluoro-[1,1'-biphenyl]-4-yl)propyl)acetamide FC=1C=C(C=CC1OC)CC(=O)NCCCC1=CC=C(C=C1)C1=C(C=CC=C1)F